5-(6-{[1-(2,2-difluoroethyl)azetidin-3-yl]oxy}-3-(1H-imidazol-5-yl)imidazo[1,2-a]pyrimidin-2-yl)-3-(trifluoromethyl)-1H-1,2,4-triazole FC(CN1CC(C1)OC=1C=NC=2N(C1)C(=C(N2)C2=NC(=NN2)C(F)(F)F)C2=CN=CN2)F